COC(=O)[C@H]1[C@@H]2CC([C@H]([C@H]1NC(C1=C(C=C(C(=C1)O)F)OC)=O)C2)=CC2CC2 (1S,2S,3R,4R)-5-(cyclopropylmethylene)-3-(4-fluoro-5-hydroxy-2-methoxybenzamido)bicyclo[2.2.1]heptane-2-carboxylic acid methyl ester